S1C(=CC=C1)C=1C2=CC=CC=C2C(=C2C=CC=CC12)Br 9-(thiophen-2-yl)-10-bromoanthracene